2-(3,5-dichloro-4-((4,4-dimethyl-1,3,4,9-tetrahydropyrano[3,4-b]indol-6-yl)oxy)-phenyl)-3,5-dioxo-2,3,4,5-tetrahydro-1,2,4-triazine-6-carbonitrile ClC=1C=C(C=C(C1OC=1C=C2C3=C(NC2=CC1)COCC3(C)C)Cl)N3N=C(C(NC3=O)=O)C#N